CC1=C(C(/C=C/C2=CC(=C(C=C2)O)O)=O)C(=CC(=C1)C)C 2',4',6'-Trimethyl-3,4-dihydroxychalcone